C(C)N(C(C1=C(C=CC(=C1)F)OC1=C(N=CN=N1)N1CC2(CN(C2)[C@@H](C(C)C)CCCN[C@@H](COC)C)CC1)=O)C(C)C N-ethyl-5-fluoro-N-isopropyl-2-((5-(2-((R)-6-(((R)-1-methoxypropan-2-yl)amino)-2-methylhexan-3-yl)-2,6-diazaspiro[3.4]octan-6-yl)-1,2,4-triazin-6-yl)oxy)benzamide